(2S,4R)-1-((S)-2-acetamido-3,3-dimethylbutanoyl)-N-(2-(3-chloropropoxy)-4-(4-methylthiazol-5-yl)benzyl)-4-hydroxypyrrolidine-2-carboxamide C(C)(=O)N[C@H](C(=O)N1[C@@H](C[C@H](C1)O)C(=O)NCC1=C(C=C(C=C1)C1=C(N=CS1)C)OCCCCl)C(C)(C)C